BrC=1C=CC=C2C(=CNC12)C(N)=S 7-bromo-1H-indole-3-carbothioamide